O1C=2N(CC1)CCN2 2,3,5,6-tetrahydroimidazo[2,1-b]oxazole